(CYCLOHEXYLAMINOMETHYL)triethoxysilane C1(CCCCC1)NC[Si](OCC)(OCC)OCC